N=1NC=C2C1COC2 2H,4H,6H-furo[3,4-c]pyrazole